OC=1C=C(C=C(C1)O)C1=COC=2C1=C(C=C(C2)O)C(=O)OCCCCCCCC octyl 3-(3,5-dihydroxyphenyl)-6-hydroxy-4-benzofurancarboxylate